Para-tolylsulfonyl isocyanate C1(=CC=C(C=C1)S(=O)(=O)N=C=O)C